C(#N)C1=CC(=C(C=C1)COC1=CC=CC(=N1)C1=CC(=C(C=C1)CC=1N(C2=C(N1)C(=CC(=C2)C(=O)OCC)F)CC(CCO)O)F)F ethyl 2-[[4-[6-[(4-cyano-2-fluoro-phenyl)methoxy]-2-pyridyl]-2-fluoro-phenyl]methyl]-3-(2,4-dihydroxybutyl)-7-fluoro-benzimidazole-5-carboxylate